FC=1C=C2C(=CNC(C2=CC1F)=O)C(C)N(C(=O)NCC1=CC(=C(C=C1)F)F)C 1-(1-(6,7-Difluoro-1-oxo-1,2-dihydroisoquinolin-4-yl)ethyl)-3-(3,4-difluorobenzyl)-1-methylurea